3-(5-((4-((3-(4-chlorophenyl)pyridin-2-yl)methyl)piperazin-1-yl)methyl)-1-oxoisoindolin-2-yl)piperidine-2,6-dione ClC1=CC=C(C=C1)C=1C(=NC=CC1)CN1CCN(CC1)CC=1C=C2CN(C(C2=CC1)=O)C1C(NC(CC1)=O)=O